6-amino-2-((S)-3-carboxybutanoyl)isoindolin NC1=CC=C2CN(CC2=C1)C(C[C@H](C)C(=O)O)=O